(2-(3-(2-(cyclopropanecarboxamido)imidazo[1,2-a]pyridin-5-yl)phenyl)oxazol-5-yl)phosphonic acid C1(CC1)C(=O)NC=1N=C2N(C(=CC=C2)C=2C=C(C=CC2)C=2OC(=CN2)P(O)(O)=O)C1